7-(4-Aminopiperidin-1-yl)-4-(5-fluoro-3-methylbenzo[d]isoxazol-6-yl)-1-methyl-1H-pyridine NC1CCN(CC1)C1=C(C(=CC=2C(=NOC21)C)F)C2=CCN(C=C2)C